C(C)C1=NN(C2=C1C(NCC1(CCOCC1)C2)=O)CC(COC(C2=C(C=C(C=C2)F)Cl)=O)(C)C 2-Chloro-4-fluoro-benzoic acid [3-(3-ethyl-4-oxo-spiro[6,8-dihydro-5H-pyrazolo[4,3-c]azepin-7,4'-tetrahydropyran]-1-yl)-2,2-dimethyl-propyl] ester